potassium bisphenol A salt OC1=CC=C(C=C1)C(C)(C)C1=CC=C(C=C1)O.[K]